FC(C(C)F)F 1,1,2-trifluoropropane